2-((5-(benzyloxy)-6-(1,3-dioxolan-2-yl)pyridin-2-yl)methyl)-1,2,3,4-tetrahydroisoquinoline C(C1=CC=CC=C1)OC=1C=CC(=NC1C1OCCO1)CN1CC2=CC=CC=C2CC1